(S)-4-(4-(6-(cis-2,6-dimethylmorpholino)pyridin-2-yl)thiazol-2-yl)-1-methoxy-3-oxobutan-2-aminium chloride [Cl-].C[C@@H]1O[C@@H](CN(C1)C1=CC=CC(=N1)C=1N=C(SC1)CC([C@H](COC)[NH3+])=O)C